phosphoric acid tri(1,3-dichloro-2-propyl) ester ClCC(CCl)OP(OC(CCl)CCl)(OC(CCl)CCl)=O